C(=O)C=1C=C(C=CC1OCC(C)C)C=1SC(=C(N1)C)C(=O)OCC ethyl 2-(3-formyl-4-isobutoxy-phenyl)-4-methyl-thiazole-5-carboxylate